tert-butyl (2-((2-(4-((3-carbamoyl-6-cyclopropyl-5-ethylpyrazin-2-yl)amino)pyridin-2-yl)ethyl)amino)-2-oxoethyl)(methyl)carbamate C(N)(=O)C=1C(=NC(=C(N1)CC)C1CC1)NC1=CC(=NC=C1)CCNC(CN(C(OC(C)(C)C)=O)C)=O